C[C@](N)(CC1=CNC2=CC=CC=C12)C(=O)O L-alpha-methyltryptophane